BrC=1C=C(C=CC1F)\C(\C)=N\S(=O)(=O)C(C)(C)C (E)-N-(1-(3-bromo-4-fluorophenyl)ethylidene)-2-methylpropane-2-sulfonamide